NC1=NC=CC=C1C1=NC=2C(=NC(=CC2)C2=CN=CO2)N1C1=CC=C(CN2CCC(CC2)NC2=NC(=NC=C2)C#N)C=C1 4-((1-(4-(2-(2-aminopyridin-3-yl)-5-(oxazol-5-yl)-3H-imidazo[4,5-b]pyridin-3-yl)benzyl)piperidin-4-yl)amino)pyrimidine-2-carbonitrile